(R)-2-(benzyloxycarbonylamino)-2-(oxetan-3-yl)acetic acid methyl ester COC([C@@H](C1COC1)NC(=O)OCC1=CC=CC=C1)=O